N-formyl-L-glutamic acid C(CC(=O)O)[C@@H](C(=O)O)NC=O